C(C)(=O)OCCC(CCC(CC(C)C)C)C 3,6,8-trimethylnonyl acetate